C12C(=CCCC1)C(=O)OC2=O 2-cyclohexene-1,2-dicarboxylic anhydride